C([O-])([O-])=O.[K+].CC1([C@@H](CC2(OCCO2)CC1)CNC=1C=C(C#N)C=CC1[N+](=O)[O-])C.[K+] |r| rac-3-(((8,8-Dimethyl-1,4-dioxaspiro[4.5]decan-7-yl)methyl)amino)-4-nitrobenzonitrile Potassium carbonate